BrC1=CC=C(C=C1)C=1CCN(CC1)C(=O)OC(C)(C)C tert-Butyl 4-(4-bromophenyl)-3,6-dihydropyridine-1(2H)-carboxylate